(R)-1-benzyl-N-(2,4-dimethyl-5-oxo-2,4,5,6,7,8-hexahydropyrazolo[4,3-b]azepin-6-yl)-4-fluoro-1H-pyrazole-3-carboxamide C(C1=CC=CC=C1)N1N=C(C(=C1)F)C(=O)N[C@@H]1CCC=2C(N(C1=O)C)=CN(N2)C